Ethyl (S)-3-(5-cyclopropyl-4-fluoro-2',4'-dimethyl-6'-(pent-4-en-1-yloxy)-[1,1'-biphenyl]-3-yl)-3-((S)-2-(4-fluoro-2-oxopyridin-1(2H)-yl)pent-4-enamido)propanoate C1(CC1)C=1C(=C(C=C(C1)C1=C(C=C(C=C1OCCCC=C)C)C)[C@H](CC(=O)OCC)NC([C@H](CC=C)N1C(C=C(C=C1)F)=O)=O)F